NC=1C=2N(C=CN1)C(=NC2C2=CC(=C(C(=O)NC1=NC=CC(=C1)CCC)C=C2)OC)[C@H]2N(CCCC2)C(C#CC)=O (S)-4-(8-amino-3-(1-but-2-ynoylpiperidin-2-yl)imidazo[1,5-a]pyrazin-1-yl)-2-methoxy-N-(4-propylpyridin-2-yl)benzamide